ClC1=C2C(=C(C=3CCN(C(C13)=O)CC=1C(NC(=CC1C)C)=O)C)OC(O2)(C)C21CCC(CC2)(CC1)N(C)C 4-chloro-6-((4,6-dimethyl-2-oxo-1,2-dihydropyridin-3-yl)methyl)-2-(4-(dimethylamino)bicyclo[2.2.2]oct-1-yl)-2,9-dimethyl-7,8-dihydro-[1,3]dioxolo[4,5-g]isoquinolin-5(6H)-one